2-bromo-N-(5-(2,4,6-trifluorophenoxy)pyrazin-2-yl)propanamide BrC(C(=O)NC1=NC=C(N=C1)OC1=C(C=C(C=C1F)F)F)C